O=C1N(CCC(N1)=O)C=1C=C(C(=O)N2CCCCC2)C=CC1OC 1-(3-(2,4-dioxotetrahydropyrimidin-1(2H)-yl)-4-methoxybenzoyl)piperidine